CS(=O)(=O)C1=CC=C(C2=CC=CC=C12)[N+](=O)[O-] 1-methylsulfonyl-4-nitronaphthalene